5-methylpyridin-3-yl-boronic acid pinacol ester CC=1C=C(C=NC1)B1OC(C)(C)C(C)(C)O1